N1(CCNCCC1)C=1C=C2CC[C@H](CC2=CC1)NC(=O)C1=C(C=2C(=NC(=CN2)C)S1)N (R)-N-(6-(1,4-diazepan-1-yl)-1,2,3,4-tetrahydronaphthalen-2-yl)-7-amino-3-methylthieno[2,3-b]pyrazine-6-carboxamide